CCC(=O)C1=CC=CC=C1 methylphenyl-1-ethanone